2-cyclopropyl-3-[3-([4-[1-methyl-4-(trifluoromethyl)imidazol-2-yl]phenyl]methyl)-1H-pyrrolo[2,3-c]pyridin-5-yl]pyridine C1(CC1)C1=NC=CC=C1C=1C=C2C(=CN1)NC=C2CC2=CC=C(C=C2)C=2N(C=C(N2)C(F)(F)F)C